1-benzyl 3-ethyl 4-oxo-azepane-1,3-dicarboxylate O=C1C(CN(CCC1)C(=O)OCC1=CC=CC=C1)C(=O)OCC